silane-zirconium salt [Zr].[SiH4]